[Cl-].[Ca+2].OCCOC1=C(C=CC=C1)C1(CCCC1)C1=C(C=CC=C1)OCCO.[Cl-] 1,1-bis{(2-hydroxyethoxy)phenyl}cyclopentane Calcium Chloride salt